BrC=1C(=C(C=CC1)C=1N=C(C(=NC1)C=O)OC)F 5-(3-bromo-2-fluorophenyl)-3-methoxypyrazine-2-carboxaldehyde